NC([C@@H](C1=CC=CC=C1)NS(=O)(=O)C=1C=C(C=CC1C)NC(CN1N=CC(=C(C1=O)Cl)Cl)=O)=O (R)-N-(3-(N-(2-amino-2-oxo-1-phenylethyl)sulfamoyl)-4-methylphenyl)-2-(4,5-dichloro-6-oxopyridazin-1(6H)-yl)acetamide